COC1=CC2=C(N=C(S2)C2=C3N=CC(=NC3=CC(=C2)C)CO)C(=C1)C (5-(6-methoxy-4-methylbenzo[d]thiazol-2-yl)-7-methylquinoxalin-2-yl)methanol